4-benzyl-2-(4-methoxyphenyl)-3,5-dioxo-2,3,4,5-tetrahydro-1,2,4-triazine-6-carbonitrile C(C1=CC=CC=C1)N1C(N(N=C(C1=O)C#N)C1=CC=C(C=C1)OC)=O